(2S,5R)-1-(4-((3-chlorophenoxy)methyl)benzoyl)-5-(2-chlorophenyl)pyrrolidine-2-carboxylic acid ClC=1C=C(OCC2=CC=C(C(=O)N3[C@@H](CC[C@@H]3C3=C(C=CC=C3)Cl)C(=O)O)C=C2)C=CC1